(ethyl-hexyloxy)(hydroxy)phenyl-4-methoxyphenyl-triazine C(C)C(CCCCC)OC1=C(C=CC(=C1)OC)C1=NN=NC(=C1C1=CC=CC=C1)O